3-(2-benzotriazolyl)-4-hydroxy-5-tert-butylbenzenepropionic acid N=1N(N=C2C1C=CC=C2)C=2C=C(C=C(C2O)C(C)(C)C)CCC(=O)O